N[C@H](C(=O)O)[C@H](C)C1=CC=C(C=C1)O (2S,3R)-2-Amino-3-(4-hydroxyphenyl)butanoic acid